COC=1C=C2C(=NC=NC2=CC1OC)NCC=1C=C(C=CC1)B(O)O (3-(((6,7-dimethoxyquinazolin-4-yl)amino)methyl)phenyl)boronic acid